FC1=C(C=CC(=C1)F)C1=CC=C(C=C1)[C@H](CC(=O)OC(C)(C)C)NC(=O)NC=1C(N(C=CC1O)C)=O tert-butyl (S)-3-(2',4'-difluorobiphenyl-4-yl)-3-(3-(4-hydroxy-1-methyl-2-oxo-1,2-dihydropyridin-3-yl)ureido)propanoate